C1(CC1)C=1C=CC(=C(C1)[C@H](C)NC1=NC(N(C(N1)=O)C(C)C)=O)F (S)-6-((1-(5-cyclopropyl-2-fluorophenyl)ethyl)amino)-3-isopropyl-1,3,5-triazine-2,4(1H,3H)-dione